6,6-Difluoro-N-[(3S)-9-Fluoro-2-Oxo-5-Phenyl-2,3-Dihydro-1H-1,4-Benzodiazepin-3-yl]-2-(2-Fluorophenyl)-5H,6H,7H,8H-Pyrazolo[3,2-b][1,3]Oxazepine-3-Carboxamide FC1(CCN2C(OC1)=C(C(=N2)C2=C(C=CC=C2)F)C(=O)N[C@@H]2C(NC1=C(C(=N2)C2=CC=CC=C2)C=CC=C1F)=O)F